C(C1=CC=CC=C1)(=O)OC[C@@]1(CN(C[C@@H](O1)N1C2=NC=NC(=C2N=C1)NC(C1=CC=CC=C1)=O)C1CCCCC1)COC(C1=CC=CC=C1)(C1=CC=C(C=C1)OC)C1=CC=C(C=C1)OC [(2R,6R)-6-(6-benzamidopurin-9-yl)-2-[[bis(4-methoxyphenyl)-phenyl-methoxy]methyl]-4-cyclohexyl-morpholin-2-yl]methyl benzoate